6,7,8-trimethoxy-2-(5-methylfuran-2-yl)quinazolin-4(3H)-one COC=1C=C2C(NC(=NC2=C(C1OC)OC)C=1OC(=CC1)C)=O